C(#N)C=1C=C(C=C(C1)C)C=1C(=NN(C1C(=O)O)C=1SC(=C(N1)C1=CC(=C(C=C1)Cl)Cl)SC(C)C)C 4-(3-cyano-5-methylphenyl)-1-(4-(3,4-dichlorophenyl)-5-(isopropylthio)thiazol-2-yl)-3-methyl-1H-pyrazole-5-carboxylic acid